9,9'-(4-(3-(pyridin-2-yl)phenyl)pyridine-2,5-diyl)bis(N3,N3,N6,N6-tetraphenyl-9H-carbazole-3,6-diamine) N1=C(C=CC=C1)C=1C=C(C=CC1)C1=CC(=NC=C1N1C2=CC=C(C=C2C=2C=C(C=CC12)N(C1=CC=CC=C1)C1=CC=CC=C1)N(C1=CC=CC=C1)C1=CC=CC=C1)N1C2=CC=C(C=C2C=2C=C(C=CC12)N(C1=CC=CC=C1)C1=CC=CC=C1)N(C1=CC=CC=C1)C1=CC=CC=C1